ethylene glycol sodium diacetate C(C)(=O)[O-].C(C)(=O)[O-].[Na+].C(CO)O.[Na+]